N1(CCCCC1)CC(=O)N1CC2=C(CC1)SC(=C2)C2=NOC(=N2)C(F)(F)F 2-(piperidin-1-yl)-1-(2-(5-(trifluoromethyl)-1,2,4-oxadiazol-3-yl)-6,7-dihydrothieno[3,2-c]pyridin-5(4H)-yl)ethan-1-one